4-bromo-N3,N3-bis(4-(tert-butyl)phenyl)-N5,N5-di(naphthalen-2-yl)-[1,1'-biphenyl]-3,5-diamine BrC1=C(C=C(C=C1N(C1=CC2=CC=CC=C2C=C1)C1=CC2=CC=CC=C2C=C1)C1=CC=CC=C1)N(C1=CC=C(C=C1)C(C)(C)C)C1=CC=C(C=C1)C(C)(C)C